2-(((2R,3S,5R)-3-((tert-butyldimethylsilyl)oxy)-5-(6-hydroxy-9H-purin-9-yl)tetrahydrofuran-2-yl)methoxy)-1,3,2-dithiaphospholane 2-sulfide [Si](C)(C)(C(C)(C)C)O[C@@H]1[C@H](O[C@H](C1)N1C2=NC=NC(=C2N=C1)O)COP1(SCCS1)=S